C(OC1=C2N(N=CC1=O)[C@H]([C@@H]1N(C2=O)CCC1)[C@H](C1=CC=CC=C1)C1=C(C(=CC=C1)F)F)(OC)=O (9aR,10S)-10-((R)-(2,3-difluorophenyl)(phenyl)methyl)-3,5-dioxo-3,5,8,9,9a,10-hexahydro-7H-pyrrolo[1',2':4,5]pyrazino[1,2-b]pyridazin-4-yl methyl carbonate